CC1=NN=C(C1C1=CC(=NC=C1C(=O)O)C)C 4-(3,5-dimethyl-4H-pyrazol-4-yl)-6-methylnicotinic acid